C(C)(C)(C)[Si](C)(C)OCCOCCOCCOCCOCCCC1=NC(=CC(=C1)Cl)C(F)(F)F tert-butyl-[2-[2-[2-[2-[3-[4-chloro-6-(trifluoromethyl)-2-pyridyl]propoxy]ethoxy]ethoxy]ethoxy]ethoxy]-dimethyl-silane